N,2,6-trimethoxy-N-methylpyrimidine-4-carboxamide CON(C(=O)C1=NC(=NC(=C1)OC)OC)C